Cl.ClCC1=NC2=C(N1CCOC)C=C(C=C2)C(=O)OC methyl 2-(chloromethyl)-1-(2-methoxyethyl)-1H-benzimidazole-6-carboxylate, hydrochloride